N1CC(C1)C(=O)N1CC=2N(CC1)N=C(N2)C2=NC=C(C=N2)C2CC2 azetidin-3-yl-(2-(5-cyclopropylpyrimidin-2-yl)-5,6-dihydro-[1,2,4]triazolo[1,5-a]pyrazin-7(8H)-yl)methanone